α,α,α-tribromoacetophenone BrC(C(=O)C1=CC=CC=C1)(Br)Br